2-chloro-4-[4-(1,1-difluoro-2-hydroxy-ethoxy)phenyl]-6-(3-pyridylmethylsulfanyl)pyridine-3,5-dicarbonitrile ClC1=NC(=C(C(=C1C#N)C1=CC=C(C=C1)OC(CO)(F)F)C#N)SCC=1C=NC=CC1